1-[4-hydroxyphenyl-ethanamido] (2E,4E,6E,8E,10E,12E,14E,16Z,18E)-4,8,13,17-tetramethylicosa-2,4,6,8,10,12,14,16,18-nonaenedioate C/C(/C=C/C(=O)ONC(CC1=CC=C(C=C1)O)=O)=C\C=C\C(=C\C=C\C=C(\C=C\C=C(/C=C/C(=O)[O-])\C)/C)\C